3-(ethyl-(tetrahydro-2H-pyran-4-yl)amino)-2-methylbenzamide C(C)N(C=1C(=C(C(=O)N)C=CC1)C)C1CCOCC1